C(CCCCCCCCC)C(CNCC(CCCCCCCCCCCC)CCCCCCCCCC)CCCCCCCCCCCC bis(2-decyltetradecyl)amine